(3S,4S)-8-(7-((2-amino-3-chloropyridin-4-yl)thio)-1H-pyrazolo[4,3-c]pyridin-4-yl)-3-methyl-2-oxa-8-azaspiro[4.5]decan-4-amine NC1=NC=CC(=C1Cl)SC=1C2=C(C(=NC1)N1CCC3([C@@H]([C@@H](OC3)C)N)CC1)C=NN2